1-(2-hydroxyethyl)-1H-tetrazole-5-thiol OCCN1N=NN=C1S